[C@H]12CNC[C@@H]2C1CCO 2-((1S,5R,6r)-3-Azabicyclo[3.1.0]Hexan-6-yl)Ethanol